Cl.N[C@@H](CC1=CNC2=CC=CC=C12)C(=O)O tryptophan-HCl